NC(C#N)C1=CC(=C(C=C1)F)C(F)(F)F 2-amino-2-(4-fluoro-3-(trifluoromethyl)phenyl)acetonitrile